C(CCCCCCCCCCC)(=O)CN(C)CCC lauroyl-propyl-dimethyl-amine